2-[2-[(1R,2S)-2-[[6-oxo-5-(trifluoromethyl)-1H-pyridazin-4-yl]amino]cyclohexyl]ethyl]isoquinolin-1-one O=C1C(=C(C=NN1)N[C@@H]1[C@H](CCCC1)CCN1C(C2=CC=CC=C2C=C1)=O)C(F)(F)F